3-((10-(4-(tert-butyl)phenyl)dec-9-yn-1-yl)oxy)propyl hydrogen ((((R)-1-(6-amino-9H-purin-9-yl)propan-2-yl)oxy)methyl)phosphonate NC1=C2N=CN(C2=NC=N1)C[C@@H](C)OCP(OCCCOCCCCCCCCC#CC1=CC=C(C=C1)C(C)(C)C)(O)=O